CN(CCNC=C1C(CC(CC1=O)C1=C(C=CC=C1)F)=O)C 2-(((2-(dimethylamino)ethyl)amino)methylene)-5-(2-fluorophenyl)cyclohexane-1,3-dione